(5'S,7a'R)-5'-phenyl-1-[5-(1,3-thiazol-2-yl)pyrimidin-2-yl]tetrahydro-3'H-spiro[piperidine-4,2'-pyrrolo[2,1-b][1,3]oxazol]-3'-one C1(=CC=CC=C1)[C@@H]1CC[C@H]2OC3(C(N21)=O)CCN(CC3)C3=NC=C(C=N3)C=3SC=CN3